6-Chloro-5-ethanesulfonylamino-1H-benzoimidazol ClC=1C(=CC2=C(NC=N2)C1)NS(=O)(=O)CC